tris(p-tolyl)phosphine CC1=CC=C(C=C1)P(C2=CC=C(C=C2)C)C3=CC=C(C=C3)C